benzyl (2S)-4-(7-(8-bromo-3-(methoxymethoxy)naphthalen-1-yl)-2-(methylsulfonyl)-7,8-dihydro-5H-pyrano[4,3-d]pyrimidin-4-yl)-2-(cyanomethyl)piperazine-1-carboxylate BrC=1C=CC=C2C=C(C=C(C12)C1CC=2N=C(N=C(C2CO1)N1C[C@@H](N(CC1)C(=O)OCC1=CC=CC=C1)CC#N)S(=O)(=O)C)OCOC